(S)-6'-bromo-8-(difluoromethoxy)-5'-fluoro-6-(trifluoromethyl)-3',4'-dihydro-2'H,3H-spiro[imidazo[1,2-a]pyridine-2,1'-naphthalene] BrC=1C(=C2CCC[C@@]3(C2=CC1)N=C1N(C=C(C=C1OC(F)F)C(F)(F)F)C3)F